benzoyl-L-lysine C(C1=CC=CC=C1)(=O)N[C@@H](CCCCN)C(=O)O